3-Fluoro-5-methyl-4-(6-oxo-3-(4-(4-(tetrahydrofuran-3-yl)piperazin-1-yl)phenyl)-1H-pyrazolo[4,3-c]pyridazin-5(6H)-yl)benzonitril FC=1C=C(C#N)C=C(C1N1N=C2C(=CC1=O)NN=C2C2=CC=C(C=C2)N2CCN(CC2)C2COCC2)C